N-(4-(2-isopropoxypropan-2-yl)thiazol-2-yl)-1-(2-(pyridin-4-yl)ethyl)-1H-pyrrole-2-carboxamide C(C)(C)OC(C)(C)C=1N=C(SC1)NC(=O)C=1N(C=CC1)CCC1=CC=NC=C1